2-(4-(1-chloro-3-hydroxy-2-((4-methyl-4H-1,2,4-triazol-3-yl)methyl)propan-2-yl)-6-(ethylamino)pyridin-2-yl)-6-(((S)-3-methylpiperidin-1-yl)methyl)-4-(trifluoromethyl)isoindolin-1-one ClCC(CO)(CC1=NN=CN1C)C1=CC(=NC(=C1)NCC)N1C(C2=CC(=CC(=C2C1)C(F)(F)F)CN1C[C@H](CCC1)C)=O